NC=1C(=NN(C1)[C@@H]1CNCC1)C#CC1=C(C(=CC(=C1F)OC)OC)F (S)-4-amino-3-((2,6-difluoro-3,5-dimethoxyphenyl)ethynyl)-1-(pyrrolidin-3-yl)-1H-pyrazole